FC=1C=CC(=NC1)C=1C(=NN(C1C)C([2H])([2H])[2H])C(=O)O 4-(5-Fluoropyridin-2-yl)-5-methyl-1-(methyl-d3)-1H-pyrazole-3-carboxylic acid